N1N=CC(=C1)NC=O 1H-pyrazol-4-ylFormamide